3-nitrobenzyl-tert-butyl-diphenyl-chlorosilane [N+](=O)([O-])C=1C=C(CC2=C(C=CC=C2)[Si](Cl)(C2=CC=CC=C2)C(C)(C)C)C=CC1